1-(benzyloxy)-2-methylpropan-2-amine C(C1=CC=CC=C1)OCC(C)(N)C